CN(NC)CC=1N(C2=CC=CC=C2C1)C(C(=O)O)(N(C(CNC(CNC(CNC(CC)=O)=O)=O)=O)C)C (2-((1,2-Dimethylhydrazino)methyl)-1H-indol-1-yl)-2,3-dimethyl-4,7,10,13-tetraoxo-3,6,9,12-tetraazapentadecane-1-oic acid